NC1=C2C(C(=O)NNC2=O)=CC=C1C(=O)O 3-amino-4-carboxyphthalhydrazide